ClC=1C(=C(C#N)C=C(C1)C(=O)C1=C(N(C2=CN=CC=C21)C)C2CC2)O 3-chloro-5-(2-cyclopropyl-1-methyl-1H-pyrrolo[2,3-c]pyridine-3-carbonyl)-2-hydroxybenzonitrile